ClC=1C=C(OCC=2SC=C(N2)C(=O)O)C=CC1C=1N(C2=NC=NC(=C2N1)OC1(CC1)C)CC1=CC(=CC=C1)Cl 2-((3-chloro-4-(9-(3-chlorobenzyl)-6-(1-methylcyclopropoxy)-9H-purin-8-yl)phenoxy)methyl)thiazole-4-carboxylic acid